3-(9-anthryl)alanine C1=CC=CC2=CC3=CC=CC=C3C(=C12)C[C@H](N)C(=O)O